1-butyl-3-methylimidazolium 2-acrylamido-2-methylpropanesulfonate C(C=C)(=O)NC(CS(=O)(=O)[O-])(C)C.C(CCC)N1C=[N+](C=C1)C